[6-[(3-chloro-5-fluoro-2-pyridyl)oxy]-2-azaspiro[3.3]heptan-2-yl]-[6-(3-cyclopropyl-1H-1,2,4-triazol-5-yl)-2-azaspiro[3.3]heptan-2-yl]methanone ClC=1C(=NC=C(C1)F)OC1CC2(CN(C2)C(=O)N2CC3(C2)CC(C3)C3=NC(=NN3)C3CC3)C1